NC=1SC(=C(C1C(=O)OCC)C)C(N)=O ethyl 2-amino-5-carbamoyl-4-methylthiophene-3-carboxylate